dihydropyrimidine-2,4(1H,3H)-dione HCl salt Cl.N1C(NC(CC1)=O)=O